F[P-](F)(F)(F)(F)F.N1(N=NC2=C1C=CC=C2)O[P+](N2CCCC2)(N2CCCC2)N2CCCC2 (benzotriazol-1-yl)oxy-tripyrrolidinylphosphonium hexafluorophosphate